6-(5-Fluoropyridin-2-yl)-8-methoxy-N-((6-(trifluoromethyl)pyridin-3-yl)methyl)quinazolin-4-ylamine FC=1C=CC(=NC1)C=1C=C2C(=NC=NC2=C(C1)OC)NCC=1C=NC(=CC1)C(F)(F)F